[Ru](Cl)Cl.C1(=CC=CC=C1)P(C1=C(C2=CC=CC=C2C=C1)C1=C(C=CC2=CC=CC=C12)P(C1=CC=CC=C1)C1=CC=CC=C1)C1=CC=CC=C1 (R)-[2,2'-bis(diphenylphosphino)-1,1'-binaphthyl] ruthenium dichloride